C(=O)(O)CCC1C(CCCC1)C(=O)O 2-(2-Carboxyethyl)cyclohexane-1-carboxylic acid